FC(C(=O)N1CC(C1)C1=NN(C2=NC=CC(=C21)C=2C=NN(C2)C2COC2)C2=CC=C(C=C2)OC(F)(F)F)=C 2-fluoro-1-(3-(4-(1-(oxetan-3-yl)-1H-pyrazol-4-yl)-1-(4-(trifluoromethoxy)phenyl)-1H-pyrazolo[3,4-b]pyridin-3-yl)azetidin-1-yl)prop-2-en-1-one